O=C1C(O)=C(O)[C@H](O1)[C@@H](O)CO.[Ba] barium ascorbic acid